γ-methacryloylpropyl-triethoxysilane C(C(=C)C)(=O)CCC[Si](OCC)(OCC)OCC